1-[(1R,3R)-1-[2,6-difluoro-4-[2-[3-(fluoromethyl)azetidin-1-yl]ethoxy]phenyl]-3-methyl-1,3,4,9-tetrahydropyrido[3,4-b]indol-2-yl]-2-(dimethylamino)ethanone FC1=C(C(=CC(=C1)OCCN1CC(C1)CF)F)[C@H]1N([C@@H](CC2=C1NC1=CC=CC=C21)C)C(CN(C)C)=O